C[C@@H]1CN(C[C@@H](O1)C)C(=O)C=1C2=C(N(N1)CC(=O)N1CCC(CC1)C1=CC(=C(C=C1)F)C)CCC2 2-{3-[(2R,6S)-2,6-dimethylmorpholine-4-carbonyl]-5,6-dihydrocyclopenta[c]pyrazol-1(4H)-yl}-1-[4-(4-fluoro-3-methylphenyl)piperidin-1-yl]ethan-1-one